tris(4-(2,5,8,11,14-pentaoxahexadecan-16-yloxy)-5-methoxy-2-nitrobenzyl) phosphite P(OCC1=C(C=C(C(=C1)OC)OCCOCCOCCOCCOCCOC)[N+](=O)[O-])(OCC1=C(C=C(C(=C1)OC)OCCOCCOCCOCCOCCOC)[N+](=O)[O-])OCC1=C(C=C(C(=C1)OC)OCCOCCOCCOCCOCCOC)[N+](=O)[O-]